FC1=CC(=C(C=C1)[C@H](C)N)OCCC (S)-1-(4-fluoro-2-propoxyphenyl)ethylamine